N-(4-formyl-phenyl)-N-methyl-beta-alanine C(=O)C1=CC=C(C=C1)N(CCC(=O)O)C